Cl.Cl.Cl.NCCC[C@]1(C[C@@H](CC1)N[C@@H]1[C@@H](COCC1)OC)C(=O)N1CC=2C=C(C=NC2CC1)C(F)(F)F ((1S,3R)-1-(3-aminopropyl)-3-(((3S,4S)-3-methoxytetrahydro-2H-pyran-4-yl)amino)cyclopentyl)(3-(trifluoromethyl)-7,8-dihydro-1,6-naphthyridin-6(5H)-yl)methanone trihydrochloride salt